N-(6-(3-hydroxy-5-(4-propynylpiperazin-1-yl)phenyl)-4-methoxybenzo[d]isoxazol-3-yl)-2,6-dimethoxybenzenesulfonamide OC=1C=C(C=C(C1)N1CCN(CC1)C#CC)C1=CC2=C(C(=NO2)NS(=O)(=O)C2=C(C=CC=C2OC)OC)C(=C1)OC